C(C1=CC=CC=C1)C1=CC(=NO1)C(=O)N 5-benzylisoxazole-3-carboxamide